11-{[3-(3,5-difluorophenyl)-2-oxo-2H-pyrano[2,3-b]pyridin-7-yl]oxy}undecyl 2-methylprop-2-enoat CC(C(=O)OCCCCCCCCCCCOC1=CC=C2C(=N1)OC(C(=C2)C2=CC(=CC(=C2)F)F)=O)=C